3-phenyl-2-(pyridin-2-yl)-N-(p-tolyl)acrylamide C1(=CC=CC=C1)C=C(C(=O)NC1=CC=C(C=C1)C)C1=NC=CC=C1